C(C)OC(CC1CCC=2C1=NC=CC2)OCC 7-(2,2-diethoxyethyl)-6,7-dihydro-5H-cyclopenta[b]pyridine